NC=1N=C2N(C=C(C=C2)C=2C(=C3C(=NC2)NC=C3)Cl)C1C(=O)C1CNCC1 (2-amino-6-(4-chloro-1H-pyrrolo[2,3-b]pyridin-5-yl)imidazo[1,2-a]pyridin-3-yl)(pyrrolidin-3-yl)methanone